M-DIETHYLBENZENE C(C)C1=CC(=CC=C1)CC